C(C)(C)(C)OC(=O)N1C(=CC2(CC(C2)(F)F)CC1)C=1C(=NC(=NC1)C(=O)OC)NC.C(CC)C1=C(C=CC(=C1)N)C1=CC=C(C=C1)N 2'-n-propyl-4,4'-diaminobiphenyl tert-Butyl-2,2-difluoro-6-[2-(methoxycarbonyl)-4-(methylamino)pyrimidin-5-yl]-7-azaspiro[3.5]non-5-ene-7-carboxylate